C(C)(C)(C)OC(=O)N(C(=NC(=O)OC(C)(C)C)N)CC=1C=C(C=C(C(=O)[O-])C1)I 5-((1,2-bis(tert-butoxycarbonyl)guanidino)methyl)-3-iodobenzoate